6-Chloro-7-methoxy-2-methyl-3-(4'-(trifluoromethyl)-[1,1'-biphenyl]-4-yl)quinolin-4(1H)-one ClC=1C=C2C(C(=C(NC2=CC1OC)C)C1=CC=C(C=C1)C1=CC=C(C=C1)C(F)(F)F)=O